4-bromobutyryl chloride BrCCCC(=O)Cl